FC=1C(=NN(C1)C1=CC=CC=C1)[S@@](=O)(N)=NC(NC1=C2C(=NC3=C1CCC3)[C@@H](CC2)C)=O (R)-4-fluoro-N'-(((R)-3-methyl-1,2,3,5,6,7-hexahydrodicyclopenta[b,e]pyridin-8-yl)carbamoyl)-1-phenyl-1H-pyrazole-3-sulfonimidamide